2,3-dimethylolimidazole C(O)C1=NC=CN1CO